O[C@@H](C)C=1N(C=CN1)CC1=NOC(=C1)C1=CC=C(C=C1)C#CC=1C=CC(=NC1)C(=O)O (S)-5-((4-(3-((2-(1-hydroxy-ethyl)-1H-imidazol-1-yl)methyl)isoxazol-5-yl)phenyl)ethynyl)picolinic acid